C(C)(C)(C)OC(=O)N[C@@H](CC=C)C1=NC=CC(=C1)B(O)O (S)-2-(1-(tert-butoxycarbonylamino)but-3-enyl)pyridin-4-ylboronic acid